FC=1C=C(C=C(C1)N1C(C2=CC=CC(=C2C1)C(F)(F)F)=O)/C(=C/C(=O)OCC)/C Ethyl (E)-3-(3-fluoro-5-(1-oxo-4-(trifluoromethyl)isoindolin-2-yl)phenyl)but-2-enoate